2-[6-(2-hydroxyethoxy)-4-{3-[(4-methyl-1,2,4-triazol-3-yl)methyl]oxetan-3-yl}pyridin-2-yl]-6-{[(3S)-3-methylpiperidin-1-yl]methyl}-4-(trifluoromethyl)-3H-isoindol-1-one OCCOC1=CC(=CC(=N1)N1C(C2=CC(=CC(=C2C1)C(F)(F)F)CN1C[C@H](CCC1)C)=O)C1(COC1)CC1=NN=CN1C